Methyl 4-(benzyloxy)-7-chloro-8-phenoxyisoquinoline-3-carboxylate C(C1=CC=CC=C1)OC1=C(N=CC2=C(C(=CC=C12)Cl)OC1=CC=CC=C1)C(=O)OC